2,N-dicyclohexyl-2-[2-(6-methyl-pyridin-2-yl)-benzimidazol-1-yl]-acetamide C1(CCCCC1)C(C(=O)NC1CCCCC1)N1C(=NC2=C1C=CC=C2)C2=NC(=CC=C2)C